N(C(=O)C)C=1N=C2N(N=C(C=C2)C=2C=C(C(=NC2C)OC)C(=O)NCC2=C(C=CC=C2)OC(F)(F)F)C1 5-{2-Acetaminoimidazo[1,2-b]pyridazin-6-yl}-2-methoxy-6-methyl-N-{[2-(trifluoromethoxy)phenyl]methyl}pyridine-3-carboxamide